2-chloro-N-(4,5-dimethyl-2-((2,2,2-trifluoroethoxy)methyl)phenyl)acetamide Methyl-3-methyl-2-[3-(3-oxopropyl)isoxazol-5-yl]butanoate COC(C(C(C)C)C1=CC(=NO1)CCC=O)=O.ClCC(=O)NC1=C(C=C(C(=C1)C)C)COCC(F)(F)F